N1=C(N=CC=C1)O[C@@H]1CN(C[C@H]1OCC1=CC=C(C=C1)C(F)(F)F)C(=O)OC(C)(C)C tert-butyl (3R,4R)-3-(pyrimidin-2-yloxy)-4-((4-(trifluoromethyl)benzyl)oxy)pyrrolidine-1-carboxylate